ClC1=CC=C2C(=CNC2=C1C=1N=COC1)S(=O)(=O)Cl 6-chloro-7-oxazol-4-yl-1H-indole-3-sulfonyl chloride